NC1=C(C(=O)OC)C=C(C=C1)[Se]C#N methyl 2-amino-5-selenocyanatobenzoate